COC1=C2C=CC(OC2=CC=C1C(=O)NC1=NN(C2=CC=CC=C12)CCOCCOC)(C)C 5-methoxy-N-(1-(2-(2-methoxyethoxy)ethyl)-1H-indazol-3-yl)-2,2-dimethyl-2H-chromen-6-carboxamide